OC1(C(C(=O)O)C=CC=C1C)C=CCC.[N+](=O)([O-])C1=CC=C(C=N1)N1CC(C1)C(=O)N1CSCC1 (1-(6-nitropyridin-3-yl)azetidin-3-yl)(thiazolidin-3-yl)methanone 2-hydroxy-3-methyl-2-butenyl-benzoate